1-(5-((2,6-dichlorobenzyl)oxy)-2,3-dihydro-1H-inden-1-yl)-2,6-dimethyl-piperidine-4-carboxylic acid ClC1=C(COC=2C=C3CCC(C3=CC2)N2C(CC(CC2C)C(=O)O)C)C(=CC=C1)Cl